C(CC)[C@@]1([C@H](O)[C@H](O)[C@@H](CO)O1)N1C(=O)N=C(N)C=C1 propylcytidine